BrC1=C(C(=C2C3=CC=CC4=CC=CC(C2=C1C1=CC=CC=C1)=C43)C4=CC=CC=C4)C=4C=CC3=C(OC1=C3C=CC=C1)C4 3-(9-bromo-7,10-diphenylfluoranthen-8-yl)dibenzo[b,d]furan